O=S1(CCC=2NC(=CC21)C(=O)OCC)=O ethyl 1,1-dioxo-2H,3H,4H-1λ6-thieno[3,2-b]pyrrole-5-carboxylate